2-Hydroxy-propylmethacrylat OC(COC(C(=C)C)=O)C